O=CCN1CCN(CC1)CC1CCN(CC1)C(=O)OC(C)(C)C tert-butyl 4-[[4-(2-oxoethyl) piperazin-1-yl]methyl]piperidine-1-carboxylate